2-fluoro-9,10-bis(n-propylcarbonyloxy)anthracene FC1=CC2=C(C3=CC=CC=C3C(=C2C=C1)OC(=O)CCC)OC(=O)CCC